N1(C=NC=C1)C1=C(C=C(C2=C1CCO2)C2=CC=C(C=C2)OC(F)(F)F)CN (4-(1H-imidazol-1-yl)-7-(4-(trifluoromethoxy)phenyl)-2,3-dihydrobenzofuran-5-yl)methylamine